N[C@@H]([C@@H](C)CC)C(=O)NCC1=CC=C(C=C1)F isoleucyl-4-fluorobenzylamine